4-[[4-[[4-(2-cyanoethenyl)-2,6-dimethylphenyl]amino]-2-pyrimidinyl]-amino]-benzonitrile C(#N)C=CC1=CC(=C(C(=C1)C)NC1=NC(=NC=C1)NC1=CC=C(C#N)C=C1)C